N-[2-(3,3-difluoropyrrolidin-1-yl)-4-(1-methylpyrazol-3-yl)-3-pyridyl]-2-isopropyl-pyrimidine-5-carboxamide FC1(CN(CC1)C1=NC=CC(=C1NC(=O)C=1C=NC(=NC1)C(C)C)C1=NN(C=C1)C)F